Ethyl 1-(6-chloropyridin-3-yl)-4-(((4-methoxybenzyl)amino)methyl)-1H-pyrazole-3-carboxylate ClC1=CC=C(C=N1)N1N=C(C(=C1)CNCC1=CC=C(C=C1)OC)C(=O)OCC